CC(CC1COC2(N(C1=O)C1=CC=CC=C1)C=C(C(C=C2)=O)C)=C 3-(2-methyl-allyl)-8-methyl-5-phenyl-1-oxa-5-azaspiro[5.5]undec-7,10-diene-4,9-dione